4-hydroxy-3-(6-(methyl(2,2,6,6-tetramethylpiperidin-4-yl)amino)pyridazin-3-yl)benzonitrile OC1=C(C=C(C#N)C=C1)C=1N=NC(=CC1)N(C1CC(NC(C1)(C)C)(C)C)C